tungsten-tantalum-rhenium nickel-iron [Fe].[Ni].[Re].[Ta].[W]